5-(3-methyl-1H-1,2,4-triazol-1-yl)-2-(7-(2,2,6,6-tetramethyl-1,2,3,6-tetrahydropyridin-4-yl)imidazo[1,2-a]pyrimidin-2-yl)phenol CC1=NN(C=N1)C=1C=CC(=C(C1)O)C=1N=C2N(C=CC(=N2)C=2CC(NC(C2)(C)C)(C)C)C1